Di-tert-butyltin oxide C(C)(C)(C)[Sn](C(C)(C)C)=O